[N+](=O)([O-])C(CC1=C(C=CC=C1)O)[N+](=O)[O-] dinitroethylphenol